6-(9H-carbazol-9-yl)-[1,1'-biphenyl]-3-carbonitrile C1=CC=CC=2C3=CC=CC=C3N(C12)C1=CC=C(C=C1C1=CC=CC=C1)C#N